C1=C2C(=C(C(=C1Cl)Cl)Cl)OC3=C(C(=C(C=C3O2)Cl)Cl)Cl 1,2,3,7,8,9-hexachlorodibenzo-p-dioxin